ClC1=NS(C2=C1C=C(C=C2)OC)(=O)=O 3-chloro-5-methoxy-1,2-benzothiazole 1,1-dioxide